[Br-].CCC propan bromid